C(=O)(O)[C@H](O)[C@@H](O)C(=O)O.[C-]1(C=CC=C1)CCN.[CH-]1C=CC=C1.[Fe+2] ferrocenylethylamine L-tartrate salt